C(CCCCCCCCCCCCCCCCCCC)N[C@@H](CO)C(=O)O N-arachidylserine